CC1(C2=CC=CC=C2C=2C=CC(=CC12)C1=CC=2C(=C(C3=CC=CC=C3C2)C2=CC=3C(C4=CC=CC=C4C3C=C2)(C)C)C=C1)C 3,10-bis(9,9-dimethyl-fluoren-2-yl)benzo[b]Naphthalene